CC1OCC(O1)C 2,4-DIMETHYL-1,3-DIOXOLANE